(4-butylphenyl)(4-aminophenyl)diazene C(CCC)C1=CC=C(C=C1)N=NC1=CC=C(C=C1)N